C(C1=CC=CC=C1)(C1=CC=CC=C1)(C1=CC=CC=C1)NN1SC=C(N1)C(C(=O)O)=O 2-(2-(tritylamino)thiadiazol-4-yl)glyoxylic acid